O=C1N(CCC(N1)=O)N1CC2=CC=C(C=C2C1=O)N1CCC(CC1)N1CCC(CC1)C=O 1'-(2-(2,4-dioxotetrahydropyrimidin-1(2H)-yl)-3-oxoisoindolin-5-yl)-[1,4'-bipiperidine]-4-carbaldehyde